tert-butyl 4-(4-((tert-butoxycarbonyl)(3-methylbut-2-en-1-yl)amino)-5-iodothiazol-2-yl)piperidine-1-carboxylate C(C)(C)(C)OC(=O)N(C=1N=C(SC1I)C1CCN(CC1)C(=O)OC(C)(C)C)CC=C(C)C